3-(4-(4-(azetidin-3-yl)piperazin-1-yl)-3,5-difluorophenyl)-2-methyl-3H-imidazo[4,5-b]pyridin N1CC(C1)N1CCN(CC1)C1=C(C=C(C=C1F)N1C(=NC=2C1=NC=CC2)C)F